[O-]S(=O)(=O)C(F)(F)F.CC=1C(=C([C-](C1)C)C)C.C1(C(=C(C(=C1C)C)C)C)(C)C.[Cr+2] decamethylchromocenium triflate